5-bromo-6-fluoro-2,3-dihydro-1H-inden-1-ol BrC=1C=C2CCC(C2=CC1F)O